C(CC(C)C)NC(=O)N1C(=NC2=C1C=C(C=C2)C=2C=NC=NC2)OC N-iso-Pentyl-2-methoxy-6-(pyrimidin-5-yl)-1H-benzo[d]imidazole-1-carboxamide